BrC=1C(=C(C=CC1)CCCCC1CCN(CC1)C(=O)OC(C)(C)C)C tert-butyl 4-[4-(3-bromo-2-methyl-phenyl)butyl]piperidine-1-carboxylate